t-butyl (S)-(3-(3-cyano-1-(7-nitro-5-(4-(trifluoromethyl)phenyl)-1,2,3,4-tetrahydroisoquinoline-2-carboxamido)propyl)phenyl)carbamate C(#N)CC[C@H](NC(=O)N1CC2=CC(=CC(=C2CC1)C1=CC=C(C=C1)C(F)(F)F)[N+](=O)[O-])C=1C=C(C=CC1)NC(OC(C)(C)C)=O